N-(4-((3S,5R)-3-amino-5-methylpiperidin-1-yl)pyridin-3-yl)-2,2',6,6'-tetrafluoro-4'-hydroxy-[1,1'-biphenyl]-3-carboxamide dihydrochloride Cl.Cl.N[C@@H]1CN(C[C@@H](C1)C)C1=C(C=NC=C1)NC(=O)C=1C(=C(C(=CC1)F)C1=C(C=C(C=C1F)O)F)F